2-[4-[(Z)-3-[4-(Trifluoromethyl)phenyl]prop-2-enoyl]phenoxy]-N-[(1S,4S,5R,8S,9R,10R,12R,13R)-1,5,9-trimethyl-11,14,15,16-tetraoxatetracyclo[10.3.1.04,13.08,13]hexadecan-10-yl]acetamide FC(C1=CC=C(C=C1)\C=C/C(=O)C1=CC=C(OCC(=O)N[C@H]2[C@@H]([C@@H]3CC[C@H]([C@@H]4CC[C@@]5(OO[C@]43[C@H](O2)O5)C)C)C)C=C1)(F)F